N,N,7-trimethyl-6-(4-(methylthio)benzyl)-[1,2,4]triazolo[1,5-a]pyridin-5-amine CN(C1=C(C(=CC=2N1N=CN2)C)CC2=CC=C(C=C2)SC)C